O[C@@H]1C[C@H]2[C@H](CC=3C=CC=C(C3C2)OCC(=O)O)[C@H]1CC[C@H](CCCCC)O 2-[[(1R,2R,3aS,9aS)-2-hydroxy-1-[(3S)-3-hydroxyoctyl]-2,3,3a,4,9,9a-hexahydro-1H-cyclopenta[g]naphthalen-5-yl]oxy]acetic acid